tert-Butyl 6-(5-chloropyrimidin-2-yl)-3,4-dihydroisoquinoline-2(1H)-carboxylate ClC=1C=NC(=NC1)C=1C=C2CCN(CC2=CC1)C(=O)OC(C)(C)C